C(C)(OCC(CC1C(OC(C1)=O)=O)C)=S (3-(2,5-dioxotetrahydrofuran-3-yl)-2-methylpropyl) ethanethioate